4-methyl-1-phenyl-1H-1,2,3-triazole-5-carboxamide CC=1N=NN(C1C(=O)N)C1=CC=CC=C1